p-hydroxyphenylethyl-vanillic acid OC1(C(C(=C(C(=O)O)C=C1)CCC1=CC=CC=C1)OC)O